NC=1N=C(C=C2C=C(N=CC12)NC(=O)[C@H]1[C@@H](C1)C#N)Cl |r| (±)-trans-N-(8-amino-6-chloro-2,7-naphthyridin-3-yl)-2-cyano-cyclopropanecarboxamide